NCC1=NC=C2CCN(CC2=C1)C(=O)OC(C)(C)C tert-butyl 7-(aminomethyl)-3,4-dihydro-2,6-naphthyridine-2(1H)-carboxylate